5-(((3S,4R)-1-((2-chloro-4-(trifluoromethyl)phenyl)sulfonyl)-4-hydroxy-4-(hydroxymethyl)pyrrolidin-3-yl)oxy)picolinonitrile ClC1=C(C=CC(=C1)C(F)(F)F)S(=O)(=O)N1C[C@@H]([C@@](C1)(CO)O)OC=1C=CC(=NC1)C#N